C1(CC1)S(=O)(=O)N1N=CC(=C1)C1=NC=CC(=N1)NC1=NC=C(C(=C1)NC1CCC(CC1)NCC(F)F)C1=NN2C(CCCC2)=C1 N2-(2-(1-(Cyclopropylsulfonyl)-1H-pyrazol-4-yl)pyrimidin-4-yl)-N4-((1s,4s)-4-((2,2-difluoroethyl)amino)cyclohexyl)-5-(4,5,6,7-tetrahydropyrazolo[1,5-a]pyridin-2-yl)pyridine-2,4-diamine